COC(C1=NC(=CC(=C1)C)N1CCC(CC1)(F)F)=O.CC1=C(C=NO1)COCC1=CC=C(C(=O)NC=2SC=C(N2)C=2SC=CC2)C=C1 4-(((5-methylisoxazol-4-yl)methoxy)methyl)-N-(4-(thiophen-2-yl)thiazol-2-yl)benzamide Methyl-6-(4,4-difluoropiperidin-1-yl)-4-methylpicolinate